3-bromo-3-(2,3-dimethylphenyl)butan-2-one BrC(C(C)=O)(C)C1=C(C(=CC=C1)C)C